C1(=CC=CC=C1)S(=O)(=O)/C=C/CNC(=O)C=1C(NC=2CCN(CC2C1)C(=O)C=1SC=C(N1)C1CC1)=O N-[(2E)-3-(benzenesulfonyl)prop-2-en-1-yl]-6-(4-cyclopropyl-1,3-thiazole-2-carbonyl)-2-oxo-1,2,5,6,7,8-hexahydro-1,6-naphthyridine-3-carboxamide